ClC=1C=C2CCNCC2=CC1NC1=NC=C(C(=N1)C1=CC2=C(C(N(CCS2(=O)=O)C2CCC2)=O)S1)C(F)(F)F 7-(2-((6-chloro-1,2,3,4-tetrahydroisoquinolin-7-yl)amino)-5-(trifluoromethyl)pyrimidin-4-yl)-4-cyclobutyl-3,4-dihydrothieno[2,3-f][1,4]thiazepin-5(2H)-one 1,1-dioxide